(2Z,5Z)-2-(4-fluorobenzylimino)-3-cyclohexyl-5-((2,3-dihydrobenzo[b][1,4]dioxin-6-yl)methylene)thiazolidin-4-one FC1=CC=C(C\N=C\2/S\C(\C(N2C2CCCCC2)=O)=C/C2=CC3=C(OCCO3)C=C2)C=C1